C(CCCC)OCCCNCCCC=1NC=CN1 N-(3-pentoxypropyl)-3-(imidazolyl)propan-1-amine